tert-butyl 4-{3-[4-({3-[(3-aminopropyl)(methyl)amino]propyl} amino)-6-(4-methoxyphenyl)pyridin-2-yl]phenyl}piperazine-1-carboxylate NCCCN(CCCNC1=CC(=NC(=C1)C1=CC=C(C=C1)OC)C=1C=C(C=CC1)N1CCN(CC1)C(=O)OC(C)(C)C)C